3-(3-benzamidoazetidin-1-yl)-2-(1H-pyrrol-1-yl)benzoic acid methyl ester COC(C1=C(C(=CC=C1)N1CC(C1)NC(C1=CC=CC=C1)=O)N1C=CC=C1)=O